tert-butyl 4-(4-(3-(3-methoxyphenyl)furo[3,2-b]pyridin-6-yl)phenyl)piperazine-1-carboxylate COC=1C=C(C=CC1)C1=COC=2C1=NC=C(C2)C2=CC=C(C=C2)N2CCN(CC2)C(=O)OC(C)(C)C